FC=1C=C(C=C(C1)F)S(=O)(=O)N1C2CN(CC1CC2)N2NNC(=C2)C=O 3-{8-[(3,5-difluorophenyl)sulfonyl]-3,8-diazabicyclo[3.2.1]oct-3-yl}(1H-1,2,3-triazol-5-yl)methanone